O1C=COC=C1S(=O)(=O)N [1,4]dioxine-6-sulfonamide